[14CH3][C@@]12C(CC[C@H]1[C@@H]1CCC3=CC(CC[C@]3(C)[C@H]1CC2)=O)=O [14C]-androst-4-ene-3,17-dione